1-(4-(1-ethyl-1H-pyrazol-3-yl)-2-phenyl-5,8-dihydropyrido[3,4-d]pyrimidin-7(6H)-yl)prop-2-en-1-one C(C)N1N=C(C=C1)C=1C2=C(N=C(N1)C1=CC=CC=C1)CN(CC2)C(C=C)=O